(S)-4-(5,5-difluoro-3-((fluoromethyl)sulfonyl)-4-hydroxy-4,5,6,7-tetrahydro-1H-indol-1-yl)phthalonitrile FC1([C@H](C=2C(=CN(C2CC1)C=1C=C(C(C#N)=CC1)C#N)S(=O)(=O)CF)O)F